FC1=C(C(=CC=C1)F)N1N=C(C=C1)N 1-(2,6-difluorophenyl)pyrazol-3-amine